(4-bromo-2-methoxy-5-nitrophenyl)methanol BrC1=CC(=C(C=C1[N+](=O)[O-])CO)OC